C(C)(C)C1=NN(C2=NC=C(C=C21)B2OC(C(O2)(C)C)(C)C)C 3-isopropyl-1-methyl-5-(4,4,5,5-tetramethyl-1,3,2-dioxaborolan-2-yl)-1H-pyrazolo[3,4-b]pyridine